C(C)(C)(C)OC(=O)N1C=C(C=2C1=CN=C(C2)N2CCC(CC2)NC(=O)OC(C)(C)C)Br 3-bromo-5-(4-((tert-butoxycarbonyl)amino)piperidin-1-yl)-1H-pyrrolo[2,3-c]pyridine-1-carboxylic acid tert-butyl ester